N-(5-((4-chlorophenyl)ethynyl)-1,3,4-thiadiazol-2-yl)-3-(3-(2-(dimethylamino)ethoxy)phenyl)isonicotinamide ClC1=CC=C(C=C1)C#CC1=NN=C(S1)NC(C1=C(C=NC=C1)C1=CC(=CC=C1)OCCN(C)C)=O